(4-cyclopentyl-3-fluorophenyl)-5-fluoro-6-(1H-tetrazol-5-yl)benzofuran-3-carboxamide C1(CCCC1)C1=C(C=C(C=C1)C=1OC2=C(C1C(=O)N)C=C(C(=C2)C2=NN=NN2)F)F